COC(NC1=NC=CC(=C1)C=1C=C2C(=NNC2=C(C1)C#CC1CC1)N)=O (4-(3-Amino-7-(cyclopropylethynyl)-1H-indazol-5-yl)pyridin-2-yl)carbamic acid methyl ester